2-[(2S)-4-[7-(8-Chloro-1-naphthyl)-2-[3-[(1S,4S)-2-oxa-5-azabicyclo[2.2.1]heptan-5-yl]propoxy]-6,8-dihydro-5H-pyrido[3,4-d]pyrimidin-4-yl]piperazin-2-yl]acetonitrile ClC=1C=CC=C2C=CC=C(C12)N1CC=2N=C(N=C(C2CC1)N1C[C@@H](NCC1)CC#N)OCCCN1[C@@H]2CO[C@H](C1)C2